CC=1N=C2N(C=C(N=C2C)NC(=O)C2=NC=C(N=C2)N2C[C@H]([C@H](C2)NC)F)C1 N-(2,8-dimethylimidazo[1,2-a]pyrazin-6-yl)-5-((3R,4S)-3-fluoro-4-(methylamino)pyrrolidin-1-yl)pyrazine-2-carboxamide